2,6-bis(2-(5-oxohexylamino)thiazol-4-yl)pyridine O=C(CCCCNC=1SC=C(N1)C1=NC(=CC=C1)C=1N=C(SC1)NCCCCC(C)=O)C